ethyl (perfluorovinyl) sulfide FC(=C(F)F)SCC